CP(=O)(C)C1=CC(=NN1C)C=1C(=C(C=C(C1)F)NC1=C(N=NC(=C1)NC1=NC=CC(=C1)C)C(=O)N)OC 4-((3-(5-(dimethylphosphoryl)-1-methyl-1H-pyrazol-3-yl)-5-fluoro-2-methoxyphenyl)amino)-6-((4-methylpyridin-2-yl)amino)pyridazine-3-carboxamide